diethyl 4-vinylphenyl phosphate P(=O)(OCC)(OCC)OC1=CC=C(C=C1)C=C